4-((1R,2R)-2-(4-((1-(4-((1R,2S)-6-hydroxy-2-phenyl-1,2,3,4-tetrahydronaphthalen-1-yl)phenyl)piperidin-4-yl)methyl)piperazine-1-carbonyl)cyclohexane-1-carbonyl)piperazine OC=1C=C2CC[C@@H]([C@@H](C2=CC1)C1=CC=C(C=C1)N1CCC(CC1)CN1CCN(CC1)C(=O)[C@H]1[C@@H](CCCC1)C(=O)N1CCNCC1)C1=CC=CC=C1